benzyl ((4,4-difluorocyclohexyl)(7-fluoro-5-((S)-2-methoxy-1-((S)-2-oxo-4-(trifluoromethyl)imidazolidin-1-yl)ethyl)benzo[d]oxazol-2-yl)methyl)carbamate FC1(CCC(CC1)C(C=1OC2=C(N1)C=C(C=C2F)[C@@H](COC)N2C(N[C@@H](C2)C(F)(F)F)=O)NC(OCC2=CC=CC=C2)=O)F